N1(N=CN=C1)C(=O)OC(CCCCC(=O)OCCCCCCC)CCCCCC 1-(heptyloxy)-1-oxododecan-6-yl 1H-1,2,4-triazole-1-carboxylate